[C@@H]1([C@H](O)[C@@H](O)[C@H](O)[C@H](O1)CO)O[C@H]1[C@@H]([C@H](C(O)O[C@@H]1CO)O)O 4-O-(β-D-Glucopyranosyl)-D-glucopyranose